N,N-dimethyl-N-tetradecyl-ammonium chloride [Cl-].C[NH+](CCCCCCCCCCCCCC)C